C(C)N1C(=NC2=C1C=CC(=C2)I)C(F)(F)F 1-ethyl-5-iodo-2-(trifluoromethyl)-1H-benzo[d]Imidazole